COC1=CC=2N(C(C(=C(N2)C(F)(F)F)C=2N=NN(C2)CC(C(F)(F)F)(F)F)=O)C=C1 8-methoxy-3-[1-(2,2,3,3,3-pentafluoropropyl)triazol-4-yl]-2-(trifluoromethyl)-4H-pyrido[1,2-a]pyrimidin-4-one